FC(C(=O)[O-])(F)F.C[S+](CCCCCCCCCCCCCCCCCC)C dimethyl-octadecyl-sulfonium trifluoroacetate